3-(piperazin-1-ylmethyl)pyrrolidine-1-carboxylic acid tert-butyl ester C(C)(C)(C)OC(=O)N1CC(CC1)CN1CCNCC1